NC=1C2=C(N=CN1)N(C=C2C2=CC=C(C=1N2C=CN1)NC(=O)NC1=NOC(=C1)C1(CC1)C(F)(F)F)C1CC(C1)O 1-(5-(4-AMINO-7-(3-HYDROXYCYCLOBUTYL)-7H-PYRROLO[2,3-D]PYRIMIDIN-5-YL)IMIDAZO[1,2-A]PYRIDIN-8-YL)-3-(5-(1-(TRIFLUOROMETHYL)CYCLOPROPYL)ISOXAZOL-3-YL)UREA